O1COCC2=C1C=CC(=C2)C(N2CCN(CC2)C(=O)NC=2C=NC=CC2)C2=CC1=C(OCOC1)C=C2 4-(bis(4H-benzo[d][1,3]dioxin-6-yl)methyl)-N-(pyridin-3-yl)piperazine-1-carboxamide